P(O)(=O)(OP(=O)(O)OP(=O)(O)O)OC[C@@H]1[C@H]([C@H]([C@@](O1)(N1C(=O)N=C(NC(C)=O)C=C1)F)O)O fluoro-N4-acetylcytidine triphosphate